C(CCCCCCCCCCCCCCCCCCC)(=O)OCCCCCCCCC Nonyl cosanoate